4-((3-((3-nitrophenyl)carbamoyl)phenyl)sulfonamido)benzoic acid [N+](=O)([O-])C=1C=C(C=CC1)NC(=O)C=1C=C(C=CC1)S(=O)(=O)NC1=CC=C(C(=O)O)C=C1